NC(CCC1CC1)(C1=CC=NC=C1)C=1C=CC(=C(C1)NC(=O)[C@@H]1NC[C@@H](C1)OCC)F (2R,4R)-N-(5-(1-amino-3-cyclopropyl-1-(pyridin-4-yl)propyl)-2-fluorophenyl)-4-ethoxypyrrolidine-2-carboxamide